ClCCC[Si](OCC)(OCC)OCC monochloropropyl-triethoxysilane